N-(4-Ethoxyphenyl)-6-morpholin-4-yl-N1-phenyl-[1,3,5]triazine-2,4-diamine hydrochloride Cl.C(C)OC1=CC=C(C=C1)NC1N(C(=NC(=N1)N)N1CCOCC1)C1=CC=CC=C1